C12CNCC(CC1)N2C=2SC=1CN(CCC1N2)C(C(C2=CC(=NC=C2)F)(F)F)=O 1-(2-(3,8-diazabicyclo[3.2.1]octan-8-yl)-6,7-dihydrothiazolo[5,4-c]pyridin-5(4H)-yl)-2,2-difluoro-2-(2-fluoropyridin-4-yl)ethan-1-one